CC1(CCN(CC1)[C@H]1[C@@H](CCC1)OC=1C=C2CN(C(C2=CC1)=O)C1C(NC(CC1)=O)=O)C 3-(5-(((1R,2R)-2-(4,4-dimethylpiperidin-1-yl)cyclopentyl)oxy)-1-oxoisoindolin-2-yl)piperidine-2,6-dione